2-(2-(4,4-dimethylcyclohex-1-en-1-yl)vinyl)-1,3-dioxolan CC1(CC=C(CC1)C=CC1OCCO1)C